C(CCCCCCCCCCC)N1CC(CC1=O)=O N-dodecyl-pyrrolidine-3,5-dione